1-(benzofuran-7-yl)-N-(benzofuran-7-yl(4-(tributylsilyl)phenyl)phosphaneyl)-N-methyl-1-(4-(tributylsilyl)phenyl)phosphanamine O1C=CC2=C1C(=CC=C2)P(N(C)P(C2=CC=C(C=C2)[Si](CCCC)(CCCC)CCCC)C2=CC=CC=1C=COC12)C1=CC=C(C=C1)[Si](CCCC)(CCCC)CCCC